NC1=CC(=NC(=C1)NC1=C(C=CC=C1)OC)C(=O)N(C)C1CC2=CC=CC=C2C1 4-Amino-N-(2,3-dihydro-1H-inden-2-yl)-6-((2-methoxyphenyl)amino)-N-methyl-pyridineamide